[6-[(5-chloro-3-fluoro-2-pyridinyl)methyl]-2-azaspiro[3.3]heptan-2-yl]-[6-[3-(1-hydroxycyclopropyl)-1,2,4-triazol-1-yl]-2-azaspiro[3.3]heptan-2-yl]methanone ClC=1C=C(C(=NC1)CC1CC2(CN(C2)C(=O)N2CC3(C2)CC(C3)N3N=C(N=C3)C3(CC3)O)C1)F